CN[C@@H]1CN2CCC1CC2 (S)-N-methyl-quinuclidin-3-amine